COC=1C(=CC2=C([C@@H]3CC4=C(CN3CC2)C(=C(C=C4)C)OC)C1)OC (S)-2,3,9-trimethoxy-10-methyl-6,8,13,13a-tetrahydro-5H-dibenzo[a,g]quinolizine